[Si](C)(C)(C(C)(C)C)OCCCC[C@@H](C)OC1=C(C=CC(=C1)C)S(=O)(=O)N1[C@@H](CCC1)C(=O)OC(C)(C)C |&1:12| tert-butyl ((2-(((RS)-6-((tert-butyldimethylsilyl)oxy)hexan-2-yl)oxy)-4-methylphenyl)sulfonyl)-L-prolinate